((2S,3R,6R)-2,6-Dimethyl-3-(((5-(trifluoromethyl)pyridin-2-yl)amino)methyl)morpholino)(4-(5-fluoropyrimidin-2-yl)-1-methyl-1H-pyrazol-3-yl)methanone C[C@@H]1O[C@@H](CN([C@@H]1CNC1=NC=C(C=C1)C(F)(F)F)C(=O)C1=NN(C=C1C1=NC=C(C=N1)F)C)C